COCCCCCCCCCCCCCCCC1=CC(CCC1)=O 3-(15-methoxypentadecyl)cyclohex-2-en-1-one